F[C@@H]1C[C@H](N(C1)C(CN1CCNCC1)=O)C(=O)N[C@H](C1=CC=C(C=C1)C(C)C)C1=CC=CC=C1 (2S,4R)-4-fluoro-N-[(S)-phenyl[4-(propan-2-yl)phenyl]methyl]-1-[2-(piperazin-1-yl)acetyl]pyrrolidine-2-carboxamide